5-(8-(3-ethynylpyrrolidin-1-yl)imidazo[1,2-b]pyridazin-6-yl)pyrimidine-2,4(1H,3H)-dione C(#C)C1CN(CC1)C=1C=2N(N=C(C1)C=1C(NC(NC1)=O)=O)C=CN2